C1(CCC1)NC=1C2=C(N=C(N1)NC1=C(C=C(C=C1)S(=O)(=O)C)OC)NC=C2 N4-cyclobutyl-N2-(2-methoxy-4-(methyl-sulfonyl)phenyl)-7H-pyrrolo[2,3-d]pyrimidine-2,4-diamine